C(=O)O.C(#C)C=1C(=CC=C2C=C(C=C(C12)C1=C(C=2N=C(N=C(C2C(=N1)C)N1CC(CCC1)O)OC[C@@H]1OCCC1)F)O)F 1-(7-(8-ethynyl-7-fluoro-3-hydroxynaphthalen-1-yl)-8-fluoro-5-methyl-2-(((R)-tetrahydrofurane-2-yl)methoxy)pyrido[4,3-d]pyrimidin-4-yl)piperidin-3-ol formate salt